OCC1CCC(CC1)CO 1,4-bis-hydroxymethylcyclohexane